CN1C(=NC2=C1C=CC(=C2)C(=O)N2C[C@@H](CCC2)NC(OC(C)(C)C)=O)C=2N(C1=CC=CC=C1C2)C(C)C 1,1-Dimethylethyl [(3R)-1-({1-methyl-2-[1-(1-methylethyl)-1H-indol-2-yl]-1H-benzimidazol-5-yl}carbonyl)-3-piperidinyl]carbamate